N-(trans-4-(difluoromethoxy)cyclohexyl)-5-(4-fluoro-1-isopropyl-2-methyl-1H-benzo[d]imidazol-6-yl)pyrrolo[2,1-f][1,2,4]triazin-2-amine FC(O[C@@H]1CC[C@H](CC1)NC1=NN2C(C=N1)=C(C=C2)C=2C=C(C1=C(N(C(=N1)C)C(C)C)C2)F)F